COC(=O)C1CN(C1)C1CCN(CC1)C(=O)OC(C)(C)C tert-butyl 4-(3-(methoxycarbonyl)azetidin-1-yl)piperidine-1-carboxylate